CC1=C(SC2=C1C(=N[C@H](C3=NN=C(N32)C)CC(=O)OC)C4=CC=C(C=C4)Cl)C The molecule is a member of the class of thienotriazolodiazepines that is the methyl ester of [(6S)-4-(4-chlorophenyl)-2,3,9-trimethyl-6H-thieno[3,2-f][1,2,4]triazolo[4,3-a][1,4]diazepin-6-yl]acetic acid. A bromodomain and extra-terminal domain (BET)-specific inhibitor that belongs to a group of thienodiazepine-based compounds It is a thienotriazolodiazepine, a member of monochlorobenzenes and a methyl ester. It is an enantiomer of a MS-566.